4-[[3-amino-4-(methylamino)-5-quinolinyl]oxy]-2-methyl-2-butanol NC=1C=NC2=CC=CC(=C2C1NC)OCCC(C)(O)C